O-alpha-D-galactopyranosyl-D-fructose [C@H]1([C@H](O)[C@@H](O)[C@@H](O)[C@H](O1)CO)OCC(=O)[C@@H](O)[C@H](O)[C@H](O)CO